3-[(3R,4R)-4-methyl-3-[methyl-(7H-pyrrolo[2,3-d]pyrimidin-4-yl)amino]-1-piperidinyl]-3-oxopropionitrile C[C@H]1[C@H](CN(CC1)C(CC#N)=O)N(C=1C2=C(N=CN1)NC=C2)C